CN(CCNC(=O)C1=NC2=CC=CC=C2N=C1NC1=CC=C(C=C1)Cl)C N-(2-(dimethylamino)ethyl)-3-((4-Chlorophenyl)amino)quinoxaline-2-carboxamide